3-amino-2-methyl-2,6-dihydropyrrolo[3,4-c]pyrazole-5(4H)-carboxylic acid NC1=C2C(=NN1C)CN(C2)C(=O)O